[1,2,4]Triazole-2-carboxylic acid N=1N(C=NC1)C(=O)O